N-(2-Boc-hexahydrocyclopenta[c]pyrrole-5-yl)-methylamine C(=O)(OC(C)(C)C)N1CC2C(C1)CC(C2)NC